NC1=NC=NC2=C(C=CC=C12)C(=O)NC1=C2C=CN=C(C2=CC=C1C)NC=1C=NC(=CC1)OC 4-Amino-N-(1-((6-methoxypyridin-3-yl)amino)-6-methylisoquinolin-5-yl)quinazoline-8-carboxamide